CC(=O)C1=CC(=C(C(=C1)OC)O)C2=C(C(=CC(=C2)C(=O)C)OC)O Diapocynin